ClC1=C(NC2=CC=CC=C12)C1=NN(C2=NC=NC(=C21)N)C2CCN(CC2)S(=O)(=O)C 3-(3-Chloro-1H-indol-2-yl)-1-(1-methylsulfonyl-4-piperidyl)pyrazolo[3,4-d]pyrimidin-4-amine